CC1=C(C=C(C(=O)OC)C=C1)C#CC1=CN=C(N1C)C(NC)=O Methyl 4-methyl-3-{2-[1-methyl-2-(methylcarbamoyl)-1H-imidazol-5-yl]ethynyl}benzoate